N'-decanoyl-6-bromo-1-ethyl-4-hydroxy-2-oxo-1,2-dihydroquinoline-3-carbohydrazide C(CCCCCCCCC)(=O)NNC(=O)C=1C(N(C2=CC=C(C=C2C1O)Br)CC)=O